Cl.FC(C1=CC=C(CN)C=C1)(F)F 4-trifluoromethyl-benzylamine hydrochloride